5-Amino-1-isopropyl-3-[5-[2-oxo-2-[[5-(2,2,2-trifluoro-1,1-dimethyl-ethyl)isoxazol-3-yl]amino]ethyl]pyrimidin-2-yl]pyrazole-4-carboxamide NC1=C(C(=NN1C(C)C)C1=NC=C(C=N1)CC(NC1=NOC(=C1)C(C(F)(F)F)(C)C)=O)C(=O)N